CN(CCCC(=O)N(CCCCCCCC(OCCC(CCCCC)CCCCC)=O)C(CCCCCCC(C(=O)OCCC(CCCCC)CCCCC)F)CCCCCCCCC)C 3-pentyloctyl 9-[4-(dimethylamino)-N-{8-oxo-8-[(3-pentyloctyl)oxy]octyl}butanamido]-2-fluorooctadecanoate